ClC1=C(C(=O)NC2CC23CCN(CC3)CCC(C)(C)C)C=CC(=C1)Cl 2,4-dichloro-N-(6-(3,3-dimethylbutyl)-6-azaspiro[2.5]oct-1-yl)benzamide